C1(CCCCC1)C[C@@H](C(=O)NC(CC1C(NC2(C1)CCN(CC2)C(C(C)(C)C)=O)=O)C(C(=O)NC2CC2)=O)NC(OCC2=CC(=CC=C2)Cl)=O 3-Chlorobenzyl ((2S)-3-cyclohexyl-1-((4-(cyclopropylamino)-3,4-dioxo-1-(2-oxo-8-pivaloyl-1,8-diazaspiro[4.5]decan-3-yl)butan-2-yl)amino)-1-oxopropan-2-yl)carbamate